2,5-dihydroxybenzoic acid (gentisic acid) salt C(C=1C(O)=CC=C(O)C1)(=O)O.OC1=C(C(=O)O)C=C(C=C1)O